Diphenyl-Thiobarbituric acid C1(=CC=CC=C1)C1(C(NC(NC1=O)=S)=O)C1=CC=CC=C1